(Z)-9-(4-amino-2-fluoro-but-2-en-1-yl)-7-methyl-6-(3-(pyrrolidin-1-ylsulfonyl)phenyl)-7,9-dihydro-8H-purin-8-one NC\C=C(\CN1C2=NC=NC(=C2N(C1=O)C)C1=CC(=CC=C1)S(=O)(=O)N1CCCC1)/F